N1C=CC2=CC=C(C=C12)CC(=O)NC[C@H]([C@@H](O)[C@H]1[C@@H]([C@H](C[C@@](O1)(C(=O)O)OCCCCCCOCC#C)O)NC(CO)=O)O (2R,4S,5R,6R)-6-((1R,2R)-3-(2-(1H-indol-6-yl)acetamido)-1,2-dihydroxypropyl)-4-hydroxy-5-(2-hydroxyacetamido)-2-((6-(prop-2-yn-1-yloxy)hexyl)oxy)tetrahydro-2H-pyran-2-carboxylic acid